tributyl-amine ammonium salt [NH4+].C(CCC)N(CCCC)CCCC